FC=1C=C(C=CC1F)C1=NC(=NO1)CC(=O)N[C@@H](C(C(=O)NCC=1SC=CN1)=O)CC1=CC=CC=C1 (R)-3-(2-(5-(3,4-difluorophenyl)-1,2,4-oxadiazol-3-yl)acetylamino)-2-oxo-4-phenyl-N-(thiazole-2-ylmethyl)butyramide